ClC=1C=C(C(=NC1)OC)S(=O)(=O)NC1=C(C(=C(C=C1)F)C1=CC=C2C(=NNC2=C1F)C1=CC=NN1)F 5-chloro-N-(2,4-difluoro-3-(7-fluoro-3-(1H-pyrazol-5-yl)-1H-indazol-6-yl)phenyl)-2-methoxypyridine-3-sulfonamide